4-(6-(6-((6-methoxypyridin-3-yl)methyl)-3,6-diazabicyclo[3.1.1]heptan-3-yl)pyridin-3-yl)-1H-pyrazole COC1=CC=C(C=N1)CN1C2CN(CC1C2)C2=CC=C(C=N2)C=2C=NNC2